5-methyl-3-furanthiol CC1=CC(=CO1)S